1,3,5-tris(4-tert-butyl-3-hydroxy-2,6-dimethylphenyl)-1,3,5-triazine-2,4,6(1H,3H,5H)-trione C(C)(C)(C)C1=C(C(=C(C(=C1)C)N1C(N(C(N(C1=O)C1=C(C(=C(C=C1C)C(C)(C)C)O)C)=O)C1=C(C(=C(C=C1C)C(C)(C)C)O)C)=O)C)O